OC1(CCN(CC1)C1=NC=CC(=N1)NC=1N=CC2=C(C=CC(=C2C1)C(C)C)OC[C@H]1CCC(N1C)=O)C (R)-5-(((3-((2-(4-hydroxy-4-methylpiperidin-1-yl)pyrimidin-4-yl)amino)-5-isopropylisoquinolin-8-yl)oxy)methyl)-1-methylpyrrolidin-2-one